(S)-2-((3-fluoro-5-(oxiran-2-ylmethoxy)phenyl)sulfonyl)ethanol FC=1C=C(C=C(C1)OC[C@H]1OC1)S(=O)(=O)CCO